NC1=C(C(=NC(=N1)N1CC2(CCC2)C(C1)CN)C(=O)N)C1=C(C(=CC=C1)Cl)Cl 6-amino-2-[8-(aminomethyl)-6-azaspiro[3.4]octan-6-yl]-5-(2,3-dichlorophenyl)-pyrimidine-4-carboxamide